4-(7-chloro-2-(((S)-1-methylpyrrolidin-2-yl)methoxy)pyrido[2,3-d]Pyrimidin-4-yl)-2-(cyanomethyl)piperazine-1-carboxylic acid tert-butyl ester C(C)(C)(C)OC(=O)N1C(CN(CC1)C=1C2=C(N=C(N1)OC[C@H]1N(CCC1)C)N=C(C=C2)Cl)CC#N